C(C(C)C)N1CCC(CC1)NC(=O)N1CC(C2=NC(=CC=C21)C)(C)C N-(1-isobutylpiperidin-4-yl)-3,3,5-trimethyl-2,3-dihydro-1H-pyrrolo[3,2-b]pyridine-1-carboxamide